ClC1=C(C=CC(=C1)Cl)S(=O)(=O)N1C[C@@H]([C@@](C1)(CO)O)OC=1C=C(C(=NC1)C#N)F 5-(((3s,4r)-1-((2,4-dichlorophenyl)sulfonyl)-4-hydroxy-4-(hydroxymethyl)pyrrolidin-3-yl)oxy)-3-fluoro-pyridine-2-carbonitrile